4-(3-chlorophenyl)pyridazine ClC=1C=C(C=CC1)C1=CN=NC=C1